C(C)C=1C(C2=CC=CC(=C2C1)C)[Hf]C1C(=CC2=C(C=CC=C12)C)CC bis(2-ethyl-4-methylinden-1-yl)hafnium